C(C)(=O)N1CCN(CC1)C1=C(CNC(=O)C=2N=C3N(C(=NC=4C(=CC=CC34)F)N)C2)C=CC=C1 N-(2-(4-acetylpiperazin-1-yl)benzyl)-5-amino-7-fluoroimidazo[1,2-c]quinazoline-2-carboxamide